C(C1=CC=CC=C1)C1N(C(OC1)=O)C(C(CC1=CC(=CC=C1)[N+](=O)[O-])OC(=O)N1CCCC1)=O (2-[4-benzyl-2-oxo-oxazolidin-3-yl] 1-[(3-nitrophenyl)methyl]-2-oxo-ethyl)pyrrolidine-1-carboxylate